iron taurate NCCS(=O)(=O)[O-].[Fe+2].NCCS(=O)(=O)[O-]